4-(2,2-diethoxyethoxy)but-1-yne C(C)OC(COCCC#C)OCC